tert-butyl 3-((6-((4,4-difluorocyclohexyl)amino)-2-(3-formyl-1H-pyrazol-1-yl)pyrimidin-4-yl)oxy)azetidine-1-carboxylate FC1(CCC(CC1)NC1=CC(=NC(=N1)N1N=C(C=C1)C=O)OC1CN(C1)C(=O)OC(C)(C)C)F